ClC1=NN2C(N=CC3=C2C(CC3C(=O)NC=3C=NC(=C(C3)C(F)(F)F)C(NCC)=O)(C)C)=C1 2-chloro-N-(6-(ethylcarbamoyl)-5-(trifluoromethyl)pyridin-3-yl)-8,8-dimethyl-7,8-dihydro-6H-cyclopenta[e]pyrazolo[1,5-a]pyrimidine-6-carboxamide